CC=1C=CC(=NC1)S(=O)(=O)N 5-methyl-pyridine-2-sulfonamide